Gold cyanide [Au](C#N)(C#N)C#N